4-(2-amino-5-(benzo[d][1,3]dioxol-4-yl)-4-oxo-4,7-dihydro-3H-pyrrolo[2,3-d]pyrimidin-6-yl)-N,N-dimethylbenzenesulfonamide NC=1NC(C2=C(N1)NC(=C2C2=CC=CC=1OCOC12)C1=CC=C(C=C1)S(=O)(=O)N(C)C)=O